4-(4-hydroxy-3,5-dimethoxybenzylidene)-1,2-dimethyl-imidazol-5-one OC1=C(C=C(C=C2N=C(N(C2=O)C)C)C=C1OC)OC